4-bromo-2-((6-cyclopropyl-8-(3-methyl-2,4-dioxoimidazolidin-1-yl)imidazo[1,2-a]pyridin-2-yl)methoxy)benzonitrile BrC1=CC(=C(C#N)C=C1)OCC=1N=C2N(C=C(C=C2N2C(N(C(C2)=O)C)=O)C2CC2)C1